3-chloro-7-[3-[cyclopropylmethyl-[(2,4-dimethoxyphenyl)methyl]amino]-1,2,4-triazol-4-yl]-N-(3-fluorocyclobutyl)-8,9-dihydro-7H-cyclopenta[h]isoquinoline-5-sulfonamide ClC=1N=CC=2C3=C(C=C(C2C1)S(=O)(=O)NC1CC(C1)F)C(CC3)N3C(=NN=C3)N(CC3=C(C=C(C=C3)OC)OC)CC3CC3